FC1(CC(C1)CN1N=C(N=C1)C(=O)N)F 1-((3,3-difluorocyclobutyl)methyl)-1H-1,2,4-triazole-3-carboxamide